C(C)OC=1C(=CC=2C(=NN(N2)C)C1)NC(=O)N1CCC=2C1=NC=CC2N2C[C@@H](N(CC2)C(=O)OC(C)(C)C)C tert-butyl (S)-4-(1-((6-ethoxy-2-methyl-2H-benzo[d][1,2,3]triazol-5-yl)carbamoyl)-2,3-dihydro-1H-pyrrolo[2,3-b]pyridin-4-yl)-2-methylpiperazine-1-carboxylate